2-(benzyloxy)ethane-1-ol C(C1=CC=CC=C1)OCCO